5-(3,6-dihydro-2H-pyran-4-yl)-N-[4-(6,7-dimethoxyquinolin-4-yl)oxyphenyl]-4-hydroxy-6-methylpyridine O1CCC(=CC1)C=1C(=CCN(C1C)C1=CC=C(C=C1)OC1=CC=NC2=CC(=C(C=C12)OC)OC)O